N-[3-[5-(2-aminoethylsulfonyl)-2-(difluoromethoxy)phenyl]-1-methyl-pyrazol-4-yl]pyrazolo[1,5-a]pyrimidine-3-carboxamide NCCS(=O)(=O)C=1C=CC(=C(C1)C1=NN(C=C1NC(=O)C=1C=NN2C1N=CC=C2)C)OC(F)F